ClC1=C(C=C(C=C1)F)C1NC(C=2C1=CC=C1C=CC=NC21)=O 7-(2-chloro-5-fluorophenyl)-9-oxo-8,9-dihydro-7H-pyrrolo[4,3-h]quinolin